CC1(N(CC1)C1=CC2=C(C=C(O2)C(=O)NS(=O)(=O)C2=C(C=CC=C2)OCC)C(=C1)F)C 6-(2,2-Dimethylazetidin-1-yl)-N-(2-ethoxyphenyl)sulfonyl-4-fluoro-benzofuran-2-carboxamide